C(C1=CC=CC=C1)C(CN)(C)N 2-benzyl-1,2-propylenediamine